5-[3-cyclopropyl-4-(trifluoromethyl)phenyl]-1,3,4-oxadiazol-2-ol C1(CC1)C=1C=C(C=CC1C(F)(F)F)C1=NN=C(O1)O